BrCC1=C(C=CC(=C1F)F)Cl 2-(bromomethyl)-1-chloro-3,4-difluoro-benzene